5-(4-((8-fluoro-2-methyl-3-oxo-3,4-dihydroquinoxalin-6-yl)methyl)-2-methylpiperazin-1-yl)-N-methylpyridineamide FC=1C=C(C=C2NC(C(=NC12)C)=O)CN1CC(N(CC1)C=1C=CC(=NC1)C(=O)NC)C